CN([C@@H]1C[C@@H]2CN([C@H]1C2)C=O)C2=NC=C(N=C2)C(F)(F)F ((1S,4S,6R)-6-(methyl-(5-(trifluoromethyl)pyrazin-2-yl)amino)-2-azabicyclo[2.2.1]hept-2-yl)methanone